O(C#N)C1=CC=C(C=C1)C1(CCC2C3CCC(C12)C3)C3=CC=C(C=C3)OC#N bis(4-cyanatophenyl)octahydro-4,7-methanoindene